BrC1=C(C=2C=NN(C2C=C1)C([2H])([2H])[2H])C(=O)OC Methyl 5-bromo-1-(trideuteriomethyl)indazole-4-carboxylate